[4-(6-Amino-pyridazin-3-yl)-piperidin-1-yl]-[5-(4-fluoro-3-methoxy-phenyl)-4-methoxy-pyridin-2-yl]-methanone NC1=CC=C(N=N1)C1CCN(CC1)C(=O)C1=NC=C(C(=C1)OC)C1=CC(=C(C=C1)F)OC